ClC=1C=C(C=CC1)N(S(=O)(=O)N1CCSCC1)CC1=NC=C(C=C1)C=1OC(=NN1)C(F)F N-(3-chlorophenyl)-N-[[5-[5-(difluoromethyl)-1,3,4-oxadiazol-2-yl]-2-pyridyl]methyl]thiomorpholin-4-sulfonamide